(3-oxo-5α-androstan-17β-yloxycarbonylmethyl)guanine O=C1C[C@@H]2CC[C@H]3[C@@H]4CC[C@@H]([C@@]4(C)CC[C@@H]3[C@]2(CC1)C)OC(=O)CNC=1NC(C=2NC=NC2N1)=O